C1(CC1)C=1C=C(C=C2C(NCC12)=O)C(=O)OC methyl 7-cyclopropyl-3-oxo-2,3-dihydro-1H-isoindole-5-carboxylate